FC=1C=C(N)C=CC1OCCOC 3-fluoro-4-(2-methoxyethoxy)aniline